((2R,3S,5R)-5-(6-amino-2-fluoro-9H-purin-9-yl)-2-ethynyl-2-(hydroxy-methyl)tetrahydrofuran-3-yl) 1-adamantyl carbonate C(O[C@@H]1[C@](O[C@H](C1)N1C2=NC(=NC(=C2N=C1)N)F)(CO)C#C)(OC12CC3CC(CC(C1)C3)C2)=O